2-heptyl-4-(4-fluorobenzylamino)-7-methoxychroman C(CCCCCC)C1OC2=CC(=CC=C2C(C1)NCC1=CC=C(C=C1)F)OC